NC=1C=CC=CC1C1=CC=CC=C1 3-amino-4,4'-biphenyl